(R)-(4-(1H-pyrrolo[2,3-b]pyridin-4-yl)-3,4-dihydro-2H-1,4-thiazin-6-yl)(3-aminopiperidin-1-yl)methanone hydrochloride Cl.N1C=CC=2C1=NC=CC2N2CCSC(=C2)C(=O)N2C[C@@H](CCC2)N